N-((5-(4-(1H-indazol-4-yl)-6-morpholino-1,3,5-triazin-2-yl)thiophen-2-yl)methyl)-N-ethylethylamine N1N=CC2=C(C=CC=C12)C1=NC(=NC(=N1)N1CCOCC1)C1=CC=C(S1)CN(CC)CC